2-(5-(trifluoromethyl)-1,2,4-oxadiazol-3-yl)-N-(4-(trifluoromethyl)phenyl)-6,7-dihydrothieno[3,2-c]pyridine-5(4H)-carboxamide FC(C1=NC(=NO1)C1=CC=2CN(CCC2S1)C(=O)NC1=CC=C(C=C1)C(F)(F)F)(F)F